BrC1=C(C=C(C(=N1)C(=O)O)Cl)F 6-bromo-3-chloro-5-fluoro-pyridine-2-carboxylic acid